C(CCCCCCC)C=1OCCCN1 2-octyl-4,5-dihydro-1,3-oxazine